4-(2-hydroxy-4-methoxybenzoylamino)butanoic acid OC1=C(C(=O)NCCCC(=O)O)C=CC(=C1)OC